COC=1C=C(C=C(C1)OC)C1CC[C@@H](C(C1)=O)C(C1=C(C=CC=C1)[N+](=O)[O-])=O (S)-5-(3,5-dimethoxyphenyl)-2-(2-nitrobenzoyl)cyclohexanone